3β,16α-dihydroxylanosta-7,9(11),24-trien-21-oic acid CC(=CCC[C@H]([C@H]1[C@@H](C[C@@]2([C@@]1(CC=C3C2=CC[C@@H]4[C@@]3(CC[C@@H](C4(C)C)O)C)C)C)O)C(=O)O)C